2-(3,5-dichlorophenyl)-8-hydroxyimidazo[1,2-b]Pyridazine-7-carboxylic acid ethyl ester C(C)OC(=O)C1=C(C=2N(N=C1)C=C(N2)C2=CC(=CC(=C2)Cl)Cl)O